(2-fluoro-6-(trifluoromethyl)benzyl)-5-(1H-imidazol-1-yl)-1H-benzo[d]imidazole-7-carboxamide FC1=C(CN2C=NC3=C2C(=CC(=C3)N3C=NC=C3)C(=O)N)C(=CC=C1)C(F)(F)F